1,4-dihydroxyethyl-benzene OC(C)C1=CC=C(C=C1)O